potassium 1,2-ethanedisulfonate C(CS(=O)(=O)[O-])S(=O)(=O)[O-].[K+].[K+]